methyl (2S)-2-amino-4-[[(3S)-3-amino-4-methoxy-4-oxo-butyl]disulfanyl]butanoate N[C@H](C(=O)OC)CCSSCC[C@@H](C(=O)OC)N